OCCN1N(C2=NC(=NC=C2C1=O)SC)C1=NC(=CC=C1)C(C)(C)O 2-(2-hydroxyethyl)-1-[6-(1-hydroxy-1-methylethyl)pyridin-2-yl]-6-(methylthio)-1,2-dihydro-3H-pyrazolo[3,4-d]pyrimidin-3-one